ClC1=C(C=C(C=C1)N(C1CCNCC1)C)N1CNCC=C1 1-(2-Chloro-5-(methyl(piperidin-4-yl)amino)phenyl)dihydropyrimidine